(2R,3S,4S)-4-hydroxy-2-(4-(oxazol-5-yl)benzyl)pyrrolidin-3-yl (3-(trifluoromethoxy)benzyl)carbamate FC(OC=1C=C(CNC(O[C@H]2[C@H](NC[C@@H]2O)CC2=CC=C(C=C2)C2=CN=CO2)=O)C=CC1)(F)F